5-chloro-2-methoxyisophthalic acid ClC=1C=C(C(=C(C(=O)O)C1)OC)C(=O)O